(R)-2-(5-ethyl-3-((1-methylpiperidin-3-yl)amino)-1,2,4-triazin-6-yl)-5-(trifluoromethyl)phenol C(C)C=1N=C(N=NC1C1=C(C=C(C=C1)C(F)(F)F)O)N[C@H]1CN(CCC1)C